FC1(C(C1)C1=NN(C=C1)C=1C=CC(=C(O\C(\C(=O)OC)=C/OC)C1)C)F methyl (Z)-2-[5-[3-(2,2-difluorocyclopropyl) pyrazol-1-yl]-2-methyl-phenoxy]-3-methoxy-prop-2-enoate